FC(OC1=CC=C(C=C1)C1=CN=C2N1C=CN=C2NC2=CC=C(C=C2)N2C(CCC2C)=O)F 1-(4-((3-(4-(difluoromethoxy)phenyl)imidazo[1,2-a]pyrazin-8-yl)amino)phenyl)-5-methylpyrrolidin-2-one